(4R)-4-[3-Oxo-3-[3-[4-[3-(trifluoromethyl)cyclobutyl]phenyl]azetidin-1-yl]propyl]oxazolidin-2-one O=C(CC[C@H]1NC(OC1)=O)N1CC(C1)C1=CC=C(C=C1)C1CC(C1)C(F)(F)F